(S)-N-(2,6-Dioxopiperidin-3-yl)-1H-indole-3-carboxamide O=C1NC(CC[C@@H]1NC(=O)C1=CNC2=CC=CC=C12)=O